CC(CCC(=O)N)C 4-methyl-valeramide